CC(C)(CC(C)(C)C)C1=C(NC2=CC=C(C=C2)C(C)(CC(C)(C)C)C)C=CC(=C1)C(C)(CC(C)(C)C)C 2,4-bis(2,4,4-trimethylpentan-2-yl)-N-(4-(2,4,4-trimethylpentan-2-yl)phenyl)aniline